Cl.C12CC(CC(CC1)N2)OC=2C=C1C(=NC=NC1=CC2OC)NC2=CC(=C(C=C2)OC2=CC1=C(N(C=N1)C)C=C2)C 6-((Endo-8-azabicyclo[3.2.1]oct-3-yl)oxy)-7-methoxy-N-(3-methyl-4-((1-methyl-1H-Benzo[d]imidazol-5-yl)oxy)phenyl)quinazolin-4-amine hydrochloride